N1NC(CCC1)C(=O)O 1,2-diazinane-3-carboxylic acid